6-(4-formyl-1-piperidyl)pyridazine-3-carboxamide C(=O)C1CCN(CC1)C1=CC=C(N=N1)C(=O)N